OC[C@H]1C(NCC1)=O (S)-3-hydroxymethyl-pyrrolidone